N=1NCNCC1C#N 2,3,4,5-tetrahydro-1,2,4-triazine-6-carbonitrile